Br.C1(CC1)C=1SC=C(N1)[C@H](CC1=CC=C(C=C1)[N+](=O)[O-])N (S)-1-(2-cyclopropylthiazol-4-yl)-2-(4-nitrophenyl)ethanamine hydrobromide